butenoyl chloride C(C=CC)(=O)Cl